CC1=CC=CC2=C1SC1=C2C=CC=C1 4-methyldibenzo[b,d]thiophene